ClCCOC=1C=C(C=CC1)C1=CC=CC=C1 2-chloro-3'-ethoxy-[1,1'-biphenyl]